N[C@@H]1C[C@@H](CC1)N(C1=C2CN(C(C2=CC=C1)=O)C1C(NC(CC1)=O)=O)CCCC1CCOCC1 3-(4-(((1R,3S)-3-aminocyclopentyl)(3-(tetrahydro-2H-pyran-4-yl)propyl)amino)-1-oxoisoindolin-2-yl)piperidine-2,6-dione